(S)-1-((2-(3-(3-((4-methyl-4H-1,2,4-triazol-3-yl)methyl)oxetan-3-yl)phenyl)-3-oxo-7-(trifluoromethyl)isoindolin-5-yl)methyl)pyrrolidine-3-carbonitrile CN1C(=NN=C1)CC1(COC1)C=1C=C(C=CC1)N1CC2=C(C=C(C=C2C1=O)CN1C[C@H](CC1)C#N)C(F)(F)F